2,2-Difluoropropyl 1,1,2,2,3,3,4,4,4-nonafluorobutane-1-sulfonate FC(C(C(C(F)(F)F)(F)F)(F)F)(S(=O)(=O)OCC(C)(F)F)F